FC(C1=CC=CC(=N1)C1=NC(=NC(=N1)NC1=CC(=NC=C1)C(F)F)NC(C)C)F (6-difluoromethyl-pyridin-2-yl)-N-(2-difluoromethyl-pyridin-4-yl)-N'-isopropyl-[1,3,5]triazine-2,4-diamine